BrC1=CC=CC(=N1)C=1SC=C(N1)CO (2-(6-bromopyridin-2-yl)thiazol-4-yl)methanol